4-(4-(tert-butyl)phenyl)-9-(hydroxymethyl)pyrrolo[1,2-a]quinoxaline-7-carboxylate C(C)(C)(C)C1=CC=C(C=C1)C=1C=2N(C3=C(C=C(C=C3N1)C(=O)[O-])CO)C=CC2